ClC1=NC(=NC=C1)NC1=NN(C=C1)C 4-chloro-N-(1-methyl-1H-pyrazol-3-yl)pyrimidin-2-amine